tert-butyl (S)-2-((((9H-fluoren-9-yl)methoxy)carbonyl)amino)-5-(methylamino)-5-oxopentanoate C1=CC=CC=2C3=CC=CC=C3C(C12)COC(=O)N[C@H](C(=O)OC(C)(C)C)CCC(=O)NC